2,2-dimethyl-N-[6-methyl-3-[3-(trifluoromethyl)bicyclo[1.1.1]pentane-1-carbonyl]-2-pyridyl]propanamide CC(C(=O)NC1=NC(=CC=C1C(=O)C12CC(C1)(C2)C(F)(F)F)C)(C)C